1,8-dibromobenzo[b]naphthalene BrC1=CC=CC=2C1=CC1=CC(=CC=C1C2)Br